indazole-5-thiol N1N=CC2=CC(=CC=C12)S